FC(C1=CC=C(C=C1)[C@@H]1[C@H](C1)B1OC(C(O1)(C)C)(C)C)F 2-((1S,2S)-2-(4-(difluoromethyl)phenyl)cyclopropyl)-4,4,5,5-tetramethyl-1,3,2-dioxaborolane